2,3,4,6,7,8-hexahydropyrimido[1,2-a]pyrimidine N1C=2N(CCC1)CCCN2